methyl 5-(hydroxymethyl)-1-methyl-1H-pyrazole-3-carboxylate OCC1=CC(=NN1C)C(=O)OC